COC(C1=C(C=C2CCCN(C2=N1)C(=O)[O-])CN1C(OC=CC=C1)=C=O)OC 7-(dimethoxymethyl)-6-((2-carbonyl-1,3-oxazepin-3-yl) methyl)-3,4-dihydro-1,8-naphthyridine-1(2H)-carboxylate